benzyl 6-chloro-2-fluoro-3-(N-(propylsulfonyl)propyl-sulfonamido)benzoate ClC1=CC=C(C(=C1C(=O)OCC1=CC=CC=C1)F)N(S(=O)(=O)CCC)S(=O)(=O)CCC